2-(2-methylthiazol-5-yl)-N-[(3R)-2,3,4,9-tetrahydro-1H-carbazol-3-yl]-6,7-dihydropyrimido[5,4-b][1,4]oxazin-4-amine CC=1SC(=CN1)C=1N=C(C=2OCCNC2N1)N[C@@H]1CCC=2NC3=CC=CC=C3C2C1